[Sn].[Ni] nickel tin